COCC1=CC2=C(N=C(O2)C2(CCN(CC2)C2=C(C(N(C3=CC=CC=C23)C)=O)C(=O)N)C)C=C1 4-{4-[6-(methoxymethyl)-1,3-benzoxazol-2-yl]-4-methylpiperidin-1-yl}-1-methyl-2-oxo-1,2-dihydroquinoline-3-carboxamide